C(C1=CC=CC=C1)N(C(CCl)=O)C=1SC=C(N1)C1=CC=C(C=C1)Br N-benzyl-N-[4-(4-bromophenyl)thiazol-2-yl]-2-chloro-acetamide